CC1C(CCCC1)NC(=O)C=1C(=NN(C1)C1=CC=CC=C1)C=1SC=CC1 N-(2-Methylcyclohexyl)-1-phenyl-3-(thiophen-2-yl)-1H-pyrazol-4-carboxamid